FC=1C(=C2C(=C(NC2=C(C1)C#N)C)C)CC=1C=NC(=CC1)C#CC 5-fluoro-2,3-dimethyl-4-((6-(prop-1-yn-1-yl)pyridin-3-yl)methyl)-1H-indole-7-carbonitrile